C[NH+](CCCCCCCC)[O-] methyloctylamine oxide